[Na+].[Na+].C(CCS(=O)(=O)[O-])S(=O)(=O)[O-] propanedisulfonic acid disodium salt